COC1=C(C=C2[C@H]3C[C@@H]4C([C@@H](OC=C4C(=O)N3CCC2=C1)O[C@H]5[C@@H]([C@H]([C@@H]([C@H](O5)CO)O)O)O)C=C)O The molecule is an organic heterotetracyclic compound that is an alkaloidal glycoside isolated from Alangium salviifolium. It has a role as a plant metabolite. It is an isoquinoline alkaloid, a beta-D-glucoside, a member of isoquinolines, an aromatic ether, an olefinic compound, a member of phenols, an organic heterotetracyclic compound and a terpene glycoside.